C1CC2(CC1C=C2)C#N Cyanonorbornene